1'-(2,2,2-trifluoroethyl)-1,2-dihydrospiro[indole-3,3'-pyrrolidine] FC(CN1CC2(CC1)CNC1=CC=CC=C12)(F)F